C(C1=CC=CC=C1)C1=C2N=CN(C2=NC=N1)[C@H]1[C@@H](O)[C@H](O)[C@H](O1)CO 6-benzyl-9-β-D-arabinofuranosylpurine